CC1CC2(CN(CC2)C(CC2=CC=C(C=C2)F)=O)NC2=NC(=CC=C12)C 1-(4,7-dimethyl-3,4-dihydro-1H-spiro(1,8-naphthyridine-2,3'-pyrrolidin)-1'-yl)-2-(4-fluorophenyl)ethan-1-one